ethyl 2'-chloro-6-(cyclopropoxymethyl)-5'-methoxy-(4,4'-bipyridine)-3-carboxylate ClC1=NC=C(C(=C1)C1=C(C=NC(=C1)COC1CC1)C(=O)OCC)OC